4-methyl-4-nitroheptane-1,7-diamine CC(CCCN)(CCCN)[N+](=O)[O-]